methyl (S)-2-chlorobutyrate Cl[C@H](C(=O)OC)CC